Ethyl 3-[4-(4-{5-[6-ethoxy-5-(trifluoromethyl)pyridin-3-yl]-7-[(3-methoxy-2,2-dimethylpropyl) (methyl)amino]-1H-imidazo[4,5-b]pyridin-2-yl}phenyl)piperazin-1-yl]propanoate C(C)OC1=C(C=C(C=N1)C1=CC(=C2C(=N1)N=C(N2)C2=CC=C(C=C2)N2CCN(CC2)CCC(=O)OCC)N(C)CC(COC)(C)C)C(F)(F)F